N1C=C(C2=CC=CC=C12)CC(CCCC)C1=C(SC2=C1C=CC(=C2)N2CCN(CC2)S(=O)(=O)C)C(=O)N [1-(1H-indol-3-yl)hexan-2-yl]-6-(4-methanesulfonylpiperazin-1-yl)-1-benzothiophene-2-carboxamide